O=C1N(N=C(C=C1C(=O)NC(C(F)(F)F)C(C)(C)O)C1=CC=C(C=C1)OC(F)(F)F)C=1C=NC=CC1 3-Oxo-2-(pyridin-3-yl)-N-[1,1,1-trifluoro-3-hydroxy-3-methylbutan-2-yl]-6-[4-(trifluoromethoxy)phenyl]-2,3-dihydropyridazine-4-carboxamide